C(C1CO1)C(C(N)(CC1CO1)CC1CO1)(N)CC1CO1 tetraglycidyl-1,2-diaminoethane